1-((1r,2r)-2-hydroxy-4,4-dimethyl-1,2,3,4-tetrahydronaphthalen-1-yl)-3-(6-(2-hydroxypyrimidin-5-yl)-5-methyl-2-phenylpyridin-3-yl)urea O[C@H]1[C@@H](C2=CC=CC=C2C(C1)(C)C)NC(=O)NC=1C(=NC(=C(C1)C)C=1C=NC(=NC1)O)C1=CC=CC=C1